N-(7-chloro-6-(1-((3S,4S)-4-hydroxy-3-methyltetrahydrofuran-3-yl)piperidin-4-yl)isoquinolin-3-yl)-2-(4-fluoropyridin-2-yl)cyclopropane-1-carboxamide ClC1=C(C=C2C=C(N=CC2=C1)NC(=O)C1C(C1)C1=NC=CC(=C1)F)C1CCN(CC1)[C@]1(COC[C@H]1O)C